((1R,3R)-3-aminocyclobutyl)(4-(2-methyl-4-(trifluoromethyl)-1H-pyrrolo[2,3-c]pyridin-7-yl)piperazin-1-yl)methanone hydrochloride Cl.NC1CC(C1)C(=O)N1CCN(CC1)C=1N=CC(=C2C1NC(=C2)C)C(F)(F)F